NC1CCN(CC1)C=1N=CC(=NC1)C=1C=C(C(=O)N[C@@H](C=2NC3=CC=CC=C3C2)C2=C(C=CC(=C2)F)O)C=C(C1)C (R)-3-(5-(4-aminopiperidin-1-yl)pyrazin-2-yl)-N-((5-fluoro-2-hydroxyphenyl)(1H-indole-2-yl)methyl)-5-methylbenzamide